FC(COC(C=C)=O)(C(C(C(F)F)(F)F)(F)F)F 2,2,3,3,4,4,5,5-Octafluoropentylacrylat